O=C1N(C[C@@H](C1S(=O)(=O)C1=CC=C(C)C=C1)CCC)[C@H](C(=O)N)CC (2S)-2-((4S)-2-oxo-4-propyl-3-tosylpyrrolidin-1-yl)butanamide